1-(benzo[d]oxazol-6-yl)-3-(4-chlorophenyl)urea O1C=NC2=C1C=C(C=C2)NC(=O)NC2=CC=C(C=C2)Cl